1-methyl-2-oxo-1,2-dihydroquinoxaline-6-carboxylic acid methyl ester COC(=O)C=1C=C2N=CC(N(C2=CC1)C)=O